C(C1=CC=CC=C1)N(CCO)CCO N-benzyl-diethanolamine